CN[C@H]1[C@H]2[C@]34C=5C(=C(C=CC5C[C@H]([C@@]3(CC1)O)NCC4)O)O2 4,5alpha-epoxy-6beta-methylamino-3,14beta-dihydroxymorphinan